C1(CC1)C[C@@H](C(=O)N[C@H](C(=O)OC)CC1=CC=C(C=C1)[N+](=O)[O-])NC(C[C@H]1N(C(CC1)=O)CC1=C(C(=CC=C1)F)F)=O Methyl (S)-2-((S)-3-cyclopropyl-2-(2-((S)-1-(2,3-difluorobenzyl)-5-oxopyrrolidin-2-yl)acetamido)propanamido)-3-(4-nitrophenyl)propanoate